1-butyl-9-[(3-carbamoylphenyl)methyl]-2,3,4,9-tetrahydro-1H-carbazole-8-carboxylic acid C(CCC)C1CCCC=2C3=CC=CC(=C3N(C12)CC1=CC(=CC=C1)C(N)=O)C(=O)O